trans-4-(trans-4'-n-propylcyclohexyl)cyclohexylethylene C(CC)[C@@H]1CC[C@H](CC1)[C@@H]1CC[C@H](CC1)C=C